C(=C)CC(=O)O.C(=C)Cl Vinylchlorid Vinylacetat